ClC1=C(C=CC(=C1)S(=O)(=O)C)C1=CC=C(C=C1)C1CN(C1)C(=O)N1C[C@H](CC1)C1=CN=NN1 [3-[4-(2-Chloro-4-methylsulfonyl-phenyl)phenyl]azetidin-1-yl]-[(3S)-3-(1H-triazol-5-yl)pyrrolidin-1-yl]methanone